FC1=C(C(=C2C=CNC2=C1F)SC)OC=1C=CC(=C(C(=N)N)C1)F 5-[(6,7-difluoro-4-methylsulfanyl-1H-indol-5-yl)oxy]-2-fluoro-benzamidine